C(#N)[C@H]1N(CSC1)C(CNC(=O)C1=CC=NC2=CC=C(C=C12)N1CCC(CC1)OC(C)C)=O (R)-N-(2-(4-cyanothiazolidin-3-yl)-2-oxoethyl)-6-(4-isopropoxypiperidin-1-yl)-quinoline-4-carboxamide